(3R)-3-amino-7-[5-[3-(chloromethyl)-3-(hydroxymethyl)azetidin-1-yl]-1,3,4-oxadiazol-2-yl]-5-[(4-chlorophenyl)methyl]-1,1-dioxo-2,3-dihydro-1λ6,5-benzothiazepin-4-one N[C@H]1CS(C2=C(N(C1=O)CC1=CC=C(C=C1)Cl)C=C(C=C2)C=2OC(=NN2)N2CC(C2)(CO)CCl)(=O)=O